(R)-1-(2,5-dihydro-1H-pyrrol-2-yl)cyclopropane N1[C@@H](C=CC1)C1CC1